N-[5-(7-fluoro-1H-benzimidazol-2-yl)-1-[(4-methoxyphenyl)methyl]pyrazol-3-yl]-6-morpholino-pyridine-3-carboxamide FC1=CC=CC2=C1NC(=N2)C2=CC(=NN2CC2=CC=C(C=C2)OC)NC(=O)C=2C=NC(=CC2)N2CCOCC2